methyl-(2-oxoethyl)carbamic acid tert-butyl ester C(C)(C)(C)OC(N(CC=O)C)=O